CC1=C(C(=CC(=C1)C)C)C=1NC=CN1 (2,4,6-trimethylphenyl)-imidazole